Cl.C(C)(C)(C)C1=CC=C(C=C1)N(C)CC1=CC=CC2=CC=CC=C12 N-(4-tert-butylphenyl)-N-methyl-1-naphthylmethylamine hydrochloride